C(C1=CC=CC=C1)OC(=O)NN(C(=O)O)C(C)(C)C 2-(tert-butyl)hydrazine-1,2-dicarboxylic acid-1-benzyl ester